3-(4-Chloro-3-nitrophenyl)-1-(4-hydroxyphenyl)prop-2-en-1-one ClC1=C(C=C(C=C1)C=CC(=O)C1=CC=C(C=C1)O)[N+](=O)[O-]